ClC1=C(C=CC=C1F)C1=CC=C(N=N1)NC1[C@@H]2CN(C[C@H]12)CC1CCOCC1 (1r,5s,6s)-N-[6-(2-chloro-3-fluoro-phenyl)pyridazin-3-yl]-3-(tetrahydropyran-4-ylmethyl)-3-azabicyclo[3.1.0]hexane-6-amine